C(C1=CC=CC=C1)OC1=C(C=CC=C1Br)OB(O)O 2-benzyloxy-3-bromophenyl-boric acid